CC1=CC=C(C=C1)S(=O)(=O)OCCCl 2-chloroethyl 4-methylbenzenesulfonate